ClC1=CC2=C(N(C(C(N2C)=O)=O)C2CCN(CC2)C2=NC=C(C=N2)C(=O)N2CCOCC2)N=C1 7-chloro-1-methyl-4-(1-(5-(morpholine-4-carbonyl)pyrimidin-2-yl)piperidin-4-yl)-1,4-dihydropyrido[2,3-b]pyrazine-2,3-dione